4-methyl-4-(((methylsulfonyl) oxy) methyl)-2,6-diazabicyclo[3.2.0]Heptane-2-carboxylate CC1(CN(C2CNC12)C(=O)[O-])COS(=O)(=O)C